C(C1=CC=CC=C1)N(CCCO)C[C@@H](COCC1=CC=CC=C1)O 3-{Benzyl[(2S)-3-(benzyloxy)-2-hydroxypropyl]amino}propan-1-ol